ClC1=CC=C(C=C1)NC(=O)NC(C1=C(C=CC=C1Cl)Cl)=O 1-(4-chlorophenyl)-3-(2,6-dichlorobenzoyl)urea